2-(methoxymethyl)-6-(trifluoromethyl)pyrrolo[2,3-b]pyridin COCC1=CC=2C(=NC(=CC2)C(F)(F)F)N1